FC(C1=CC=C(C=C1)NC(=O)C(C(C)=O)C#N)(F)F N-(4-trifluoromethylphenyl)-1-cyano-2-oxopropyl-carboxamide